ClC1=C(C(=CC=C1Cl)F)[C@@]1(CN(CC1)C(C(=C)F)=O)NC=1C=C2C(N(C=NC2=CC1)C([2H])([2H])[2H])=O (S)-6-((3-(2,3-Dichloro-6-fluorophenyl)-1-(2-fluoroacryloyl)pyrrolidin-3-yl)amino)-3-(methyl-d3)quinazolin-4(3H)-one